C1(=CC=CC=C1)S(=O)(=O)C1C2=CC=CC=C2OC=2C=CC=CC12 9-(benzenesulfonyl)-xanthene